1,4-bis(2-naphthyl)butane C1=C(C=CC2=CC=CC=C12)CCCCC1=CC2=CC=CC=C2C=C1